4-(oxetan-3-yloxy)-N-[(1R,3S)-3-[7-(trifluoromethoxy)-[1,2,4]triazolo[4,3-a]pyridin-3-yl]cyclohexyl]-5-(trifluoromethyl)pyrimidin-2-amine O1CC(C1)OC1=NC(=NC=C1C(F)(F)F)N[C@H]1C[C@H](CCC1)C1=NN=C2N1C=CC(=C2)OC(F)(F)F